FC1([C@@H]2C(N[C@@H](C=3C=CC=4C=C(N(CCCCC[C@@H]12)C4N3)C3=NC4=C(N3C)C=C(C(=C4)C(=O)OC)F)C)=O)F methyl 2-[(2r,5s,7r)-6,6-difluoro-2-methyl-4-oxo-3,13,19-triazatetracyclo[11.5.2.05,7.016,20]eicosa-1(19),14,16(20),17-tetraen-14-yl]-6-fluoro-1-methyl-benzimidazole-5-carboxylate